5-((1R,2S,5S)-2-(2-Chloro-3-fluorophenyl)-6,6-difluoro-3-azabicyclo[3.1.0]hexan-3-yl)-N-((R,E)-1-cyclopropyl-3-(methylsulfonyl)allyl)pyrimidine-2-carboxamide ClC1=C(C=CC=C1F)[C@@H]1[C@@H]2C([C@@H]2CN1C=1C=NC(=NC1)C(=O)N[C@@H](\C=C\S(=O)(=O)C)C1CC1)(F)F